(Ra)-N-[6-(5-chloro-1,3-benzoxazol-2-yl)spiro[3.3]heptan-2-yl]-1,1-dioxo-thiane-4-carboxamide ClC=1C=CC2=C(N=C(O2)C2CC3(CC(C3)NC(=O)C3CCS(CC3)(=O)=O)C2)C1